zinc malate C(C(O)CC(=O)[O-])(=O)[O-].[Zn+2]